N1=CC(=CC2=CC=NC=C12)C=O 1,7-diazaNaphthalene-3-carbaldehyde